(3R,7R)-2-(4-chloro-3-fluorobenzoyl)-9-(1-(6-(2-hydroxypropan-2-yl)pyridin-3-yl)ethyl)-3,7-dimethyl-1,2,3,4,8,9-hexahydropyrido[4',3':3,4]pyrazolo[1,5-a]pyrazin-10(7H)-one ClC1=C(C=C(C(=O)N2CC=3C(=NN4C3C(N(C[C@H]4C)C(C)C=4C=NC(=CC4)C(C)(C)O)=O)C[C@H]2C)C=C1)F